8-(methylamino)-6-((2-carbonyl-2H-[1,2'-bipyridin]-3-yl)amino)imidazo[1,2-b]pyridazine-3-carboxylic acid CNC=1C=2N(N=C(C1)NC=1C(N(C=CC1)C1=NC=CC=C1)=C=O)C(=CN2)C(=O)O